3-(hydroxymethyl)-5-methylpiperazine-1-carboxylic acid tert-butyl ester C(C)(C)(C)OC(=O)N1CC(NC(C1)C)CO